FC1=C(C=C(C=C1)CC1=NNC(C2=CC=CC=C12)=O)C(=O)N1CCN(CC1)C(CN1CCN(CC1)CC1CCNCC1)=O 4-[[4-fluoro-3-[4-[2-[4-(4-piperidylmethyl)piperazin-1-yl]acetyl]piperazine-1-carbonyl]phenyl]methyl]-2H-phthalazin-1-one